2-{[{4-Methoxyphenyl}methyl]sulfanyl}-1-[2-(propan-2-yloxy)ethyl]-1H,4H,5H-pyrrolo[3,2-d]pyrimidin-4-one COC1=CC=C(C=C1)CSC1=NC(C2=C(N1CCOC(C)C)C=CN2)=O